2-(4-fluorophenylethenyl)tetrahydrofuran FC1=CC=C(C=C1)C=CC1OCCC1